2-[4-(4-iodophenyl)sulfonylpiperazin-1-yl]pyrimidine IC1=CC=C(C=C1)S(=O)(=O)N1CCN(CC1)C1=NC=CC=N1